3-(4-formyl-1H-pyrazol-1-yl)azetidine-1-carboxylic acid tert-butyl ester C(C)(C)(C)OC(=O)N1CC(C1)N1N=CC(=C1)C=O